8-bromo-N-((5-methyl-1H-benzo[d]imidazol-2-yl)methyl)-2-(piperazin-1-yl)pyrazolo[1,5-a][1,3,5]triazin-4-amine BrC=1C=NN2C1N=C(N=C2NCC2=NC1=C(N2)C=CC(=C1)C)N1CCNCC1